FC=1C=C(C=CC1)C1=CC(=CC=C1)[C@H](CC(=O)OCC)NC(=O)NC=1C(N(C=C(C1O)C)C)=O Ethyl (S)-3-(3'-Fluorobiphenyl-3-yl)-3-(3-(4-hydroxy-1,5-dimethyl-2-oxo-1,2-dihydropyridin-3-yl)ureido)propanoat